[Cl-].[Cl-].[NH4+].[NH4+] diammonium dichloride